guanidinium nitrate salt [N+](=O)([O-])[O-].NC(=[NH2+])N